1-[3-(2,6-dimethoxyphenyl)-1H-pyrrolo[2,3-b]pyridin-6-yl]-3-(2-{6-methyl-3,6-diazabicyclo[3.1.1]heptan-3-yl}ethyl)urea COC1=C(C(=CC=C1)OC)C1=CNC2=NC(=CC=C21)NC(=O)NCCN2CC1N(C(C2)C1)C